ClC=1C(=C(C(=CC1Cl)Cl)OC(C(=O)OC1=C(C(=C(C=C1Cl)Cl)Cl)C(=O)OCCCCC(C)C)=O)C(=O)OCCCCC(C)C bis{3,4,6-trichloro-2-[(5-methylhexyloxy) carbonyl] phenyl}oxalate